N(=[N+]=[N-])C[C@@]1([C@H](O)C[C@@H](CO)O1)N1C(=O)NC(=O)C=C1 azidomethyl-3'-deoxyuridine